FC1=CC=C(C=C1)C1=NN(C=C1C=1C2=C(N=CN1)OC(=C2)C2=CC=CC=C2)C2S(CCC2)(=O)=N [3-(4-fluorophenyl)-4-(6-phenylfuro[2,3-d]pyrimidin-4-yl)-1H-pyrazol-1-yl]-1-imino-1λ6-thiolan-1-one